(S)-5-(4'-chloro-2'-methoxy-3,4,5,6-tetrahydro-2H-[1,3']bipyridinyl-4-yl)-2,4-dimethyl-7-(2-trifluoromethyl-benzyl)-2,4,5,7-tetrahydro-pyrazolo[3,4-d]pyrimidin-6-one ClC1=C(C(=NC=C1)OC)N1CCC(CC1)N1C(N(C=2C([C@@H]1C)=CN(N2)C)CC2=C(C=CC=C2)C(F)(F)F)=O